2-fluorotetrahydrofuran-3,4-diyl dibenzoate C(C1=CC=CC=C1)(=O)OC1C(OCC1OC(C1=CC=CC=C1)=O)F